tert-butyl 2-(6-(methylcarbamoyl) pyridin-3-yl)-2,6-dihydropyrrolo[3,4-c]pyrazole-5(4H)-carboxylate CNC(=O)C1=CC=C(C=N1)N1N=C2C(=C1)CN(C2)C(=O)OC(C)(C)C